1-allylpyridine-3-boronic acid C(C=C)N1CC(=CC=C1)B(O)O